1-(4-acetylpiperidino)ethan-1-one C(C)(=O)C1CCN(CC1)C(C)=O